8-oxo-7,8-dihydro-2'-deoxyadenosine O=C1N([C@H]2C[C@H](O)[C@@H](CO)O2)C=2N=CN=C(C2N1)N